N-(iso-Butyl(4-methyl-4'-(2-(4-methylpiperazin-1-yl)ethyl)-[1,1'-biphenyl]-3-yl)carbamothioyl)benzamide C(C(C)C)N(C(=S)NC(C1=CC=CC=C1)=O)C=1C=C(C=CC1C)C1=CC=C(C=C1)CCN1CCN(CC1)C